CN(C)CC1=C(C=C(N)C=C1)F 4-((dimethylamino)methyl)-3-fluoroaniline